(S)-5-ethyl-5-{4-[4-(3,5,6-trimethylpyridin-2-yl)piperazine-1-carbonyl]phenyl}imidazolidine-2,4-dione C(C)[C@@]1(C(NC(N1)=O)=O)C1=CC=C(C=C1)C(=O)N1CCN(CC1)C1=NC(=C(C=C1C)C)C